C(C)(=O)N1C(C(CC1)C(=O)N1C(CC(C1)F)C(=O)NC(C1=CC=C(C=C1)C(C)C)C1=CC=CC=C1)C=1C=NC=CC1 1-[1-acetyl-2-(pyridin-3-yl)pyrrolidine-3-carbonyl]-4-fluoro-N-{phenyl[4-(propan-2-yl)phenyl]methyl}pyrrolidine-2-carboxamide